BrC=1C=CC=C2N=CC(=NC12)C=1C=NN(C1)C1CCN(CC1)C=1C=C(C=CC1)C(C(=O)OCC)(F)F ethyl 2-(3-(4-(4-(8-bromoquinoxalin-2-yl)-1H-pyrazol-1-yl) piperidin-1-yl) phenyl)-2,2-difluoroacetate